(azetidin-3-yl)-6-cyano-4-(2-((6,6-dimethyl-2,4-dioxo-3-azabicyclo[3.1.0]hexan-3-yl)methyl)thieno[3,2-b]pyridin-7-yl)-2-methylnicotinamide hydrochloride Cl.N1CC(C1)C=1C(=NC(=C(C(=O)N)C1C1=C2C(=NC=C1)C=C(S2)CN2C(C1C(C1C2=O)(C)C)=O)C)C#N